4-Amino-7-bromo-1-(4-(1-(R)-hydroxyethyl)phenyl)-2-oxo-1,2-dihydroquinoline-3-carboxylic acid methyl ester COC(=O)C=1C(N(C2=CC(=CC=C2C1N)Br)C1=CC=C(C=C1)[C@@H](C)O)=O